OC[C@H](C)N1C=NC2=C(C1=O)C=C(N=C2C=2C=NC=CC2)N2CCCCC2 (S)-3-(1-hydroxy-prop-2-yl)-6-(piperidin-1-yl)-8-(pyridin-3-yl)pyrido[3,4-d]pyrimidin-4(3H)-one